C(#N)C(C)(C)C1CCN(CC1)C(=O)OC(C)(C)C tert-butyl 4-(2-cyanopropan-2-yl)piperidine-1-carboxylate